C[SiH](C(Br)Br)CCCCCCCCCCCCCOC(C=CC1(OC2=C(N1)C=CC=C2)C2=CC=C(C=C2)CN)=O methyl-2-[4-(aminomethyl)phenyl]-1,3-benzoxazoleacryloxytridecyldibromomethylsilane